MENTHENETHIOL CC1=CC(C(CC1)C(C)C)S